C(#N)C=1C=C(C=CC1)O 3-cyanophenol